COC1=NN(C=C1[N+](=O)[O-])CCCNC(OCC[Si](C)(C)C)=O 2-trimethylsilylethyl N-[3-(3-methoxy-4-nitro-pyrazol-1-yl)propyl]carbamate